tert-butyl N-[6-[[4-[1-(2,6-dioxo-3-piperidyl)-3-methyl-2-oxo-benzimidazol-5-yl]-1-piperidyl]methyl]tetrahydropyran-3-yl]carbamate O=C1NC(CCC1N1C(N(C2=C1C=CC(=C2)C2CCN(CC2)CC2CCC(CO2)NC(OC(C)(C)C)=O)C)=O)=O